octamethyl-copper C[Cu](C)(C)(C)(C)(C)(C)C